((2R,3S,5R)-2-(1-adamantyloxycarbonyl-oxymethyl)-5-(6-amino-2-fluoro-9H-purin-9-yl)-2-ethynyl-tetrahydrofuran-3-yl) 2-methylpropanoate CC(C(=O)O[C@@H]1[C@@](O[C@H](C1)N1C2=NC(=NC(=C2N=C1)N)F)(C#C)COC(=O)OC12CC3CC(CC(C1)C3)C2)C